C1(CCC(N1N1CCNCC1)=O)=O Succinimidyl-piperazine